3-oxo-2-[1-(1H-pyrrol-2-ylmethyl)piperidin-4-yl]-2,3-dihydro-1H-isoindole-4-carboxylic acid amide O=C1N(CC=2C=CC=C(C12)C(=O)N)C1CCN(CC1)CC=1NC=CC1